2-((2-(trifluoromethyl)pyrimidin-4-yl)methyl)-2,8-diazaspiro[4.5]decan-3-one hydrochloride Cl.FC(C1=NC=CC(=N1)CN1CC2(CC1=O)CCNCC2)(F)F